C(=O)(O)C1=[N+](C(=CC=C1OCC)C1=CC=C(C=C1)F)[O-] 2-carboxy-3-ethoxy-6-(4-fluorophenyl)pyridine 1-oxide